2-(3,4-dichlorobenzoylamino)-3-(1,2-dihydro-2-oxo-4-quinolinyl)propionic acid ClC=1C=C(C(=O)NC(C(=O)O)CC2=CC(NC3=CC=CC=C23)=O)C=CC1Cl